O=C1NN(C2=C1C=NC(=C2)NC(=O)C2CC2)C2=CC(=CC=C2)OC(F)(F)F N-(3-oxo-1-(3-(trifluoromethoxy)phenyl)-2,3-dihydro-1H-pyrazolo[4,3-c]pyridin-6-yl)cyclopropanecarboxamide